methyl 7-(((3-hydroxypropyl)amino)methyl)-5,6,7,8-tetrahydro-1,6-naphthyridine-2-carboxylate OCCCNCC1NCC=2C=CC(=NC2C1)C(=O)OC